(R)-5-(3-(cyclopropyl-(methyl)amino)pyrrolidin-1-yl)pyrazine-2-carboxylic acid methyl ester COC(=O)C1=NC=C(N=C1)N1C[C@@H](CC1)N(C)C1CC1